FC1=CC=C(C=C1)NC(=O)C1(CC1)C(=O)NC1=CC=C(C=C1)OC1=CC=NC2=CC(=C(C=C12)C1=CC=NN1)OC 1-N'-(4-fluorophenyl)-1-N-[4-[7-methoxy-6-(1H-pyrazol-5-yl)quinolin-4-yl]oxyphenyl]cyclopropane-1,1-dicarboxamide